(S)-2,6-diaminocaproate N[C@H](C(=O)[O-])CCCCN